6-[1-[[2-Chloro-4-[5-(difluoromethyl)-1,3,4-oxadiazol-2-yl]phenyl]methyl]triazol-4-yl]-N-ethylquinazolin-2-amine ClC1=C(C=CC(=C1)C=1OC(=NN1)C(F)F)CN1N=NC(=C1)C=1C=C2C=NC(=NC2=CC1)NCC